[N+](=O)([O-])[C@@](C=O)(O)[C@@H](O)[C@@H](O)[C@H](O)CO 2-cis-2-nitro-galactose